FC1=C(C(=C(C=O)C=C1)C1=CC=CC=C1)OC 4-fluoro-2-phenyl-methoxybenzaldehyde